(1-(3-fluoroazetidin-3-yl)ethyl)-5-(4-(trifluoromethyl)phenoxy)-2-naphthamide FC1(CNC1)C(C)C1=C(C=CC2=C(C=CC=C12)OC1=CC=C(C=C1)C(F)(F)F)C(=O)N